2-hydroxy-3-methoxy-benzoate OC1=C(C(=O)[O-])C=CC=C1OC